The molecule is an amino hexasaccharide consisting of alpha-L-fucose, beta-D-galactose, N-acetyl-alpha-D-galactosamine, alpha-D-galactose, beta-D-galactose and beta-D-glucose residues joined in sequence with (1->2)-, (1->3)-, (1->3)-, (1->4)- and (1->4)-linkages, respectively. It has a role as an epitope. It is a galactosamine oligosaccharide and an amino hexasaccharide. C[C@H]1[C@H]([C@H]([C@@H]([C@@H](O1)O[C@@H]2[C@H]([C@H]([C@H](O[C@H]2O[C@@H]3[C@H]([C@@H](O[C@@H]([C@@H]3O)CO)O[C@H]4[C@H]([C@H](O[C@@H]([C@@H]4O)O[C@H]5[C@H](O[C@H]([C@@H]([C@H]5O)O)O[C@@H]6[C@H](O[C@H]([C@@H]([C@H]6O)O)O)CO)CO)CO)O)NC(=O)C)CO)O)O)O)O)O